C1(CC1)C1=NSC(=N1)CN1CC2(CN(C2)C(=O)N2CC3(C2)CC(C3)N3N=C(N=C3)C3(CC3)O)C1 [6-[(3-cyclopropyl-1,2,4-thiadiazol-5-yl)methyl]-2,6-diazaspiro[3.3]heptan-2-yl]-[6-[3-(1-hydroxycyclopropyl)-1,2,4-triazol-1-yl]-2-azaspiro[3.3]heptan-2-yl]methanone